(5R)-1-[(tert-butoxy)carbonyl]-5-[2-(4-chloro-3-fluoro-phenoxy)acetamido]piperidine C(C)(C)(C)OC(=O)N1CCC[C@H](C1)NC(COC1=CC(=C(C=C1)Cl)F)=O